6-hydroxy-7-methoxy-4-quinazolinamine OC=1C=C2C(=NC=NC2=CC1OC)N